(1S,4R)-2-(2-(5-Methoxybenzofuran-3-Yl)Ethyl)-2-Azabicyclo[2.2.1]Hept-5-Ene COC=1C=CC2=C(C(=CO2)CCN2[C@@H]3C=C[C@H](C2)C3)C1